BrC1=CC(=C2C=NN(C2=C1)C1C(NC(CC1)=O)=O)C 3-(6-bromo-4-methyl-1H-indazol-1-yl)piperidine-2,6-dione